methyl 4-[(1S)-1-[[1-isobutyl-4-[[4-(trifluoromethyl) phenyl]methyl]indazole-3-carbonyl]amino]ethyl]benzoate C(C(C)C)N1N=C(C2=C(C=CC=C12)CC1=CC=C(C=C1)C(F)(F)F)C(=O)N[C@@H](C)C1=CC=C(C(=O)OC)C=C1